NC=1C=2N(C(=C(N1)C=1C=C(C#N)C=CC1)C1=CC(=NC(=C1)C)C)N=C(N2)C(O)C2=C(C=CC=C2F)F 3-(8-amino-2-((2,6-difluorophenyl)(hydroxy)methyl)-5-(2,6-dimethylpyridin-4-yl)-[1,2,4]triazolo[1,5-a]pyrazin-6-yl)benzonitrile